5-chloro-7-cyclobutyl-3-((R)-1-(2,4-dichlorophenyl)ethyl)-6,7-dihydro-3H-[1,2,3]triazolo[4,5-d]pyrimidine ClC=1NC(C2=C(N1)N(N=N2)[C@H](C)C2=C(C=C(C=C2)Cl)Cl)C2CCC2